(S)-2-((4-(6-(isoquinolin-1-ylmethoxy)pyridin-2-yl)piperidin-1-yl)methyl)-1-(oxetine-2-ylmethyl)-1H-benzo[d]imidazole-6-carboxylic acid C1(=NC=CC2=CC=CC=C12)COC1=CC=CC(=N1)C1CCN(CC1)CC1=NC2=C(N1CC=1OCC1)C=C(C=C2)C(=O)O